4-(4-chloro-6-(4-(4-isopropylpiperazin-1-yl)phenyl)-1-methyl-1H-benzo[d]imidazol-2-yl)isoxazole ClC1=CC(=CC=2N(C(=NC21)C=2C=NOC2)C)C2=CC=C(C=C2)N2CCN(CC2)C(C)C